1,1'-bis(t-butylphosphino)ferrocene C(C)(C)(C)P[C-]1C=CC=C1.[C-]1(C=CC=C1)PC(C)(C)C.[Fe+2]